methyl 2-(5-amino-4-bromo-pyrimidin-2-yl)oxyacetate NC=1C(=NC(=NC1)OCC(=O)OC)Br